COC=1C=C2C(=CN(C2=CC1)C)/C=C/C(=O)C1=CC=NC=C1 trans-3-(5-methoxy-1-methyl-indol-3-yl)-1-(4-pyridyl)-2-propen-1-one